ClC1=C(C=NC=C1)B(O)O 4-CHLOROPYRIDINE-3-BORONIC ACID